COC1=C(CNC(=O)C=2N=C(SC2NC=2C=NN(C2)C)C2=CC(=CC=C2)C2=NOC(=C2)[C@]2(C(N(CC2)C)=O)O)C=CC(=C1)OC (R)-N-(2,4-dimethoxybenzyl)-2-(3-(5-(3-hydroxy-1-methyl-2-oxopyrrolidin-3-yl)isoxazol-3-yl)phenyl)-5-((1-methyl-1H-pyrazol-4-yl)amino)thiazole-4-carboxamide